ClC1=CC=C(C(=N1)C(=O)N)O[C@H](C)C=1C=C(C=C2C(C(=C(OC12)C=1C=CC=2N(C1)C=C(N2)C)C)=O)C 6-Chloro-3-[(1R)-1-[3,6-dimethyl-2-(2-methylimidazo[1,2-a]pyridin-6-yl)-4-oxo-chromen-8-yl]ethoxy]pyridine-2-carboxamide